FC(C=1C=C(C=CC1)C1=NN=C2N1C=C(C=C2)OCCO)(F)F 2-((3-(3-(trifluoromethyl)phenyl)-[1,2,4]triazolo[4,3-a]pyridin-6-yl)oxy)ethanol